C1(CCC1)C=1C=NN(C1)COCC[Si](C)(C)C 4-cyclobutyl-1-{[2-(trimethylsilyl)ethoxy]methyl}-1H-pyrazole